ClC=1C=C2C(=NC(=NC2=C(C1C1=CC(=CC2=CC=CC=C12)O)F)OC[C@H]1N(CCC1)C)N1C[C@]2(CC[C@@](C1)(N2)C)C 4-((R or S)-6-chloro-4-((1R,5S)-1,5-dimethyl-3,8-diazabicyclo[3.2.1]oct-3-yl)-8-fluoro-2-(((S)-1-methylpyrrolidin-2-yl)methoxy)quinazolin-7-yl)naphthalen-2-ol